FC1=C(C=C(C=C1C)N1C(=NC2=C(C1=O)CCN([C@H]2C)C(=O)OC(C)(C)C)N2C(NCC2)=O)C tert-butyl (S)-3-(4-fluoro-3,5-dimethylphenyl)-8-methyl-4-oxo-2-(2-oxoimidazolidin-1-yl)-4,5,6,8-tetrahydropyrido[3,4-d]pyrimidine-7(3H)-carboxylate